FC1=CC=C(C=C1)C(N1C[C@@H](N(CC1)C(=O)OC(C)(C)C)CO)C1=CC=C(C=C1)F tert-Butyl (R)-4-(bis(4-fluorophenyl)methyl)-2-(hydroxymethyl)piperazine-1-carboxylate